C(C)(C)C1=C(C=CC=C1)C1=NC=C2N(C(N(C2=N1)CC1=CC=C(C=C1)C=1N(C=C(N1)C(F)(F)F)C1COC1)=O)C 2-(2-isopropylphenyl)-7-methyl-9-(4-(1-(oxetan-3-yl)-4-(trifluoromethyl)-1H-imidazol-2-yl)benzyl)-7,9-dihydro-8H-purin-8-one